Strontium disilicide [Si-].[Si-].[Sr+2]